2-(5-((R or S)-1-(((S)-((R)-7-fluoro-1,2,3,4-tetrahydro-1,5-naphthyridin-3-yl)(phenyl)methyl)amino)propan-2-yl)-2-methylphenyl)acetic acid FC1=CN=C2C[C@H](CNC2=C1)[C@@H](C1=CC=CC=C1)NC[C@H](C)C=1C=CC(=C(C1)CC(=O)O)C |o1:20|